FC(\C=C/C(F)(F)F)(F)F cis-1,1,1,4,4,4-hexafluoro-2-Butene